FC(OC=1C=C(C=CC1F)C=1C=C(C=NC1)CN1CC2(COC2)OC1=O)F 6-[[5-[3-(Difluoromethoxy)-4-fluoro-phenyl]-3-pyridyl]methyl]-2,8-dioxa-6-azaspiro[3.4]octan-7-one